2-(2,6-dioxopiperidin-3-yl)-5-hydroxy-6-(1H-pyrazol-4-yl)isoindoline-1,3-dione O=C1NC(CCC1N1C(C2=CC(=C(C=C2C1=O)O)C=1C=NNC1)=O)=O